thiophene-d4 [2H]C1=C(SC(=C1[2H])[2H])[2H]